Rubidium palmitate C(CCCCCCCCCCCCCCC)(=O)[O-].[Rb+]